1-(4-(benzyloxy)phenyl)-4-methylpentan-1-one C(C1=CC=CC=C1)OC1=CC=C(C=C1)C(CCC(C)C)=O